ClC=1C=C(C=CC1F)N(C(=O)[C@@H]1N(C([C@H](C1)CN(C)C)=O)C1=NC(=CC(=C1)C(F)(F)F)C)C (2R,4R)-N-(3-Chloro-4-fluorophenyl)-4-((dimethylamino)methyl)-N-methyl-1-(6-methyl-4-(trifluoromethyl)pyridin-2-yl)-5-oxopyrrolidine-2-carboxamide